(3R)-3-{[2-(4-methoxyphenyl)-7-(methylthio)[1,2,4]triazolo[1,5-c]quinazolin-5-yl]amino}azepin-2-one COC1=CC=C(C=C1)C1=NN2C(=NC=3C(=CC=CC3C2=N1)SC)NC=1C(N=CC=CC1)=O